C(CCC)N(CCCCCCN(CCCC)CCCC)CCCC N,N,N',N'-tetrabutyl-1,6-hexanediamine